3-(7-((2S,3S)-3-(1H-tetrazol-5-yl)bicyclo[2.2.2]oct-2-yl)-5-fluoro-7H-pyrrolo[2,3-d]pyrimidin-2-yl)-5-chloro-1H-pyrazolo[3,4-b]pyridine N1N=NN=C1[C@@H]1[C@H](C2CCC1CC2)N2C=C(C1=C2N=C(N=C1)C1=NNC2=NC=C(C=C21)Cl)F